2-hydroxy-1-propanesulfonate OC(CS(=O)(=O)[O-])C